3-phenyl-3-[4-[4-(trifluoromethoxy)phenyl]pyrazol-1-yl]pyrrolidine-1-carboxylic acid tert-butyl ester C(C)(C)(C)OC(=O)N1CC(CC1)(N1N=CC(=C1)C1=CC=C(C=C1)OC(F)(F)F)C1=CC=CC=C1